2-(3,5-bis-trifluoromethyl-phenyl)-N-[4-(3,4-dichloro-phenyl)-1-ethyl-1H-pyrazolo[3,4-b]-pyridin-5-yl]-N-methyl-isobutyramide FC(C=1C=C(C=C(C1)C(F)(F)F)C(C(=O)N(C)C=1C(=C2C(=NC1)N(N=C2)CC)C2=CC(=C(C=C2)Cl)Cl)(C)C)(F)F